(R)-1-(4-(4-((1-(3-(difluoromethyl)-2-fluorophenyl)ethyl)amino)quinolin-6-yl)-4-fluoropiperidin-1-yl)ethan-1-one FC(C=1C(=C(C=CC1)[C@@H](C)NC1=CC=NC2=CC=C(C=C12)C1(CCN(CC1)C(C)=O)F)F)F